B(OC=1C=NN(C1)CC(C)(C)O)([O-])[O-] (1-(2-hydroxy-2-methylpropyl)-1H-pyrazol-4-yl) borate